(2E)-3-(2,4-dimethoxyphenyl)prop-2-enoic acid COC1=C(C=CC(=C1)OC)/C=C/C(=O)O